5-bromo-2-(4,5-dimethyloxazol-2-yl)-N,N-dimethylbenzamide BrC=1C=CC(=C(C(=O)N(C)C)C1)C=1OC(=C(N1)C)C